(2S,4R)-1-(1-acetyl-3-methylpyrrolidine-3-carbonyl)-4-fluoro-N-[(S)-phenyl[4-(propan-2-yl)phenyl]methyl]pyrrolidine-2-carboxamide C(C)(=O)N1CC(CC1)(C(=O)N1[C@@H](C[C@H](C1)F)C(=O)N[C@H](C1=CC=C(C=C1)C(C)C)C1=CC=CC=C1)C